4-((2-(1H-pyrazol-4-yl)ethyl)(propyl)amino)-5,6-dimethylpyrimidine-2-carboxamide N1N=CC(=C1)CCN(C1=NC(=NC(=C1C)C)C(=O)N)CCC